3,3,5-Trimethyl-1,3,4,5,8,8a-hexahydronaphthalen CC1(CCC2CC=CC(C2C1)C)C